3-(1-(azetidin-3-yl)piperidin-4-yl)-9-(5-methoxy-2-methyl-4-nitrophenyl)-3,9-diazaspiro[5.5]undecane N1CC(C1)N1CCC(CC1)N1CCC2(CC1)CCN(CC2)C2=C(C=C(C(=C2)OC)[N+](=O)[O-])C